3-chloro-N-methyl-isoquinolin-5-amine ClC=1N=CC=2C=CC=C(C2C1)NC